C1=CC=C2C=CC=C3C2=C1C1=CC=2NC(C(NC2C=C13)=O)=O acenaphtho[1,2-g]Quinoxaline-9,10(8h,11h)-dione